tributoxybenzoic acid propyl ester C(CC)OC(C1=C(C(=C(C=C1)OCCCC)OCCCC)OCCCC)=O